CC1=CC=C(C=C1)S(=O)(=O)C(C)(C)S(=O)(=O)C1=CC=C(C=C1)C 2,2-bis(4-methylphenylsulfonyl)propane